COC1=C(C=CC=C1C1=NN(C=N1)C)C=1C(=NC(=NC1)N)NC1=NNC(=C1)C (2-methoxy-3-(1-methyl-1H-1,2,4-triazol-3-yl)phenyl)-N4-(5-methyl-1H-pyrazol-3-yl)pyrimidine-2,4-diamine